5'-methyl-[1,1'-biphenyl]-3-carboxylic acid methyl ester COC(=O)C=1C=C(C=CC1)C1=CC=CC(=C1)C